2-(3,8-diazabicyclo[3.2.1]octan-8-yl)-5-((4-fluorobenzyl)sulfonyl)-4,5,6,7-tetrahydrothiazolo[5,4-c]pyridine C12CNCC(CC1)N2C=2SC=1CN(CCC1N2)S(=O)(=O)CC2=CC=C(C=C2)F